N~2~-[2-(1,1-Dioxido-2,3-dihydro-1,4-benzothiazepin-4(5H)-yl)-6-methylquinolin-4-yl]-N-methylglycinamide O=S1(CCN(CC2=C1C=CC=C2)C2=NC1=CC=C(C=C1C(=C2)NCC(=O)NC)C)=O